4-hydroxy-2-oxo-1-pentyl-1,2-dihydro-quinoline-3-carboxylic acid (4-pentanoyl-phenyl)-amide C(CCCC)(=O)C1=CC=C(C=C1)NC(=O)C=1C(N(C2=CC=CC=C2C1O)CCCCC)=O